4-fluoro-2'-hydroxy-4'-methoxy-5'-dimethylaminomethyl-chalcone FC1=CC=C(C=C1)\C=C\C(=O)C1=C(C=C(C(=C1)CN(C)C)OC)O